C1(=CC=CC=C1)N(C(O)=O)C=1C(=C2CN(C(C2=CC1)=O)C1C(NC(CC1)=O)=O)F.C(C)OC(C=C)=O.C(C)C(C(=O)O)=C(C1=CC=CC=C1)C1=CC=CC=C1 ethyl-3,3-diphenylacrylic acid ethyl-acrylate phenyl-(2-(2,6-dioxopiperidin-3-yl)-4-fluoro-1-oxoisoindolin-5-yl)carbamate